N-{(2S,3R,4S)-4-fluoro-1-(2-hydroxy-2-methylpropanoyl)-2-[(2,3',5'-trifluoro[1,1'-biphenyl]-3-yl)methyl]pyrrolidin-3-yl}ethanesulfonamide F[C@@H]1[C@@H]([C@@H](N(C1)C(C(C)(C)O)=O)CC=1C(=C(C=CC1)C1=CC(=CC(=C1)F)F)F)NS(=O)(=O)CC